BrC1=C2C=CC=CC2=C(C2=CC=CC=C12)C=1C=C(C2=C(OC3=C2C=CC=C3)C1)Cl 3-(10-bromoanthracen-9-yl)-1-chlorodibenzofuran